phenyl ethyl-2-methylbutyrate C(C)C(C(=O)OC1=CC=CC=C1)(CC)C